(2S)-2-amino-3-(4-trifluoromethanesulfonyl-oxyphenyl)propionic acid methyl ester COC([C@H](CC1=CC=C(C=C1)OS(=O)(=O)C(F)(F)F)N)=O